C1(CC1)C1=CC(=C(C=C1)B(O)O)OCOCC (4-cyclopropyl-2-(ethoxymethoxy)phenyl)boronic acid